ClC=1C=C(C=C(C1)Cl)C=1C(=C(C(=NC1)C(=O)NCC(=O)OCC)OCOC)C ethyl 2-[[5-(3,5-dichlorophenyl)-3-(methoxymethoxy)-4-methyl-pyridine-2-carbonyl]amino]acetate